3-fluoro-7-carbonyl-6,7-dihydro-5H-cyclopenta[b]pyridine-6-carboxylic acid ethyl ester C(C)OC(=O)C1CC=2C(=NC=C(C2)F)C1=C=O